Cl.C1(=CC=CC=C1)C1=C(C=C(C=2NC(C3=CC=CC=C3C12)=O)C)OC phenyl-2-methoxy-4-methyl-6(5H)-phenanthridinone hydrochloride